CC1=NC(=CC(=N1)NC1=NN2C(C=C(C=C2)C2=CC(=NC=C2OC[C@@]23CN[C@@H](CO2)C3)C(F)(F)F)=C1)C N-(2,6-dimethylpyrimidin-4-yl)-5-[5-[[(1R,4R)-5-oxa-2-azabicyclo[2.2.1]heptan-4-yl]methoxy]-2-(trifluoromethyl)-4-pyridyl]pyrazolo[1,5-a]pyridin-2-amine